BrC=1N=CN(C1)C1=CC=C(C=C1)N1C[C@@H](CC1)N(C(OC(C)(C)C)=O)CC tert-Butyl (R)-(1-(4-(4-bromo-1H-imidazol-1-yl)phenyl)pyrrolidin-3-yl)(ethyl)carbamate